tert-Butyl-4-chloro-2-(2-(pyridin-2-ylmethoxy)pyridin-4-yl)-1H-pyrrolo[2,3-b]pyridine-1-carboxylate C(C)(C)(C)OC(=O)N1C(=CC=2C1=NC=CC2Cl)C2=CC(=NC=C2)OCC2=NC=CC=C2